methyl 7-(dimethylphosphoryl)-1H-indole-6-carboxylate CP(=O)(C)C=1C(=CC=C2C=CNC12)C(=O)OC